2,2,4,4-tetramethyl-glutaronitrile CC(C#N)(CC(C#N)(C)C)C